4-(benzylthio)-3-methylbenzenamine C(C1=CC=CC=C1)SC1=C(C=C(C=C1)N)C